CN1C(=NN=C1)S[C@@H](C)C1=CC(=NC=C1)NC(=O)C=1N=CC=2CCCCC2C1 (S)-N-(4-(1-((4-methyl-4H-1,2,4-triazol-3-yl)thio)ethyl)pyridin-2-yl)-5,6,7,8-tetrahydroisoquinoline-3-carboxamide